[2H]C(CCOC1OCCCC1)(OC1=NN(C(=C1[N+](=O)[O-])C)C1CCOCC1)[2H] 3-(1,1-dideuterio-3-tetrahydropyran-2-yloxy-propoxy)-5-methyl-4-nitro-1-tetrahydropyran-4-yl-pyrazole